C(C1=CC=CC=C1)OC=1C(=NC2=CC=NC=C2C1)C(=O)O (benzyloxy)-1,6-naphthyridine-2-carboxylic acid